C1(=CC=CC=C1)OC(C1=CC(=C(C(=C1)C(C)(C)C)O)C(C)(C)C)=O phenyl-3,5-di-t-butyl-4-hydroxybenzoate